[Na+].C(=CC1=CC=CC=C1)C=1C(=C(C(=C(C1)C1=CC=CC=C1)S(=O)(=O)[O-])S(=O)(=O)[O-])C=CC1=CC=CC=C1.[Na+] distyryl-biphenyl-disulfonic acid sodium salt